CC1=C(C(=CC(=C1)C)C)[I+]C1=CC=C(C=C1)C(C)C (2,4,6-trimethylphenyl)[4-(1-methylethyl)phenyl]iodonium